P(=O)(OC1=C(C=CC=C1)Cl)(OC[C@@H](COCCCCCCCCCCCCCCCCCC)OC)[O-] 2-Chlorophenyl ((R)-2-methoxy-3-(octadecyloxy) propyl) phosphate